Methyl 2-((((cis-3-(2-amino-6-methoxy-9H-purin-9-yl) cyclobutyl)methoxy) (4-bromophenoxy) phosphoryl) amino)-2-methylpropanoate NC1=NC(=C2N=CN(C2=N1)[C@H]1C[C@H](C1)COP(=O)(OC1=CC=C(C=C1)Br)NC(C(=O)OC)(C)C)OC